4-(2-ethyl-4-methylthiazol-5-yl)-N-(5-(4-ethylpiperazin-1-yl)pyridin-2-yl)pyrimidin-2-amine C(C)C=1SC(=C(N1)C)C1=NC(=NC=C1)NC1=NC=C(C=C1)N1CCN(CC1)CC